FC(C1=CC=C(C(=N1)OC)[C@H]1[C@@H](O[C@]([C@H]1C)(C(F)(F)F)C)C(=O)NC1=CC(=NC=C1)C(=O)N)F |r| Rac-(2r,3s,4s,5r)-4-[[3-[6-(difluoromethyl)-2-methoxy-3-pyridinyl]-4,5-dimethyl-5-(trifluoromethyl)tetrahydrofuran-2-carbonyl]amino]pyridine-2-carboxamide